BrCCCOC1=C(C2=C(SC(=C2)C(CC(C(=O)OC)(C)C)=O)C=C1OC)F Methyl 4-(5-(3-bromopropoxy)-4-fluoro-6-methoxybenzo[b]thiophen-2-yl)-2,2-dimethyl-4-oxobutanoate